6'-((3S,4R)-3-fluorotetrahydro-2H-pyran-4-yl)-1,2'-dimethyl-5',6'-dihydro-7'H-spiro[azetidine-3,8'-pyrido[4,3-d]pyrimidin]-7'-one F[C@@H]1COCC[C@H]1N1CC2=C(N=C(N=C2)C)C2(C1=O)CN(C2)C